[2',6'-dimethyl-4'-(diphenylmethyl)-3,6-dimethoxy-biphenyl-2-yl]-di-tert-butylButyl-phosphine CC1=C(C(=CC(=C1)C(C1=CC=CC=C1)C1=CC=CC=C1)C)C1=C(C(=CC=C1OC)OC)C(CCC)P(C(C)(C)C)C(C)(C)C